CN(C1=C(C=C(C=C1C)C=C)B(O)O)C 2-dimethylamino-methyl-5-vinylphenyl-boronic acid